2,5-dimethyl-2,4-hexadienedicarboxylic acid CC(C(C(=O)O)C(=O)O)=CC=C(C)C